C12(CC(C1)C2)N2N=NC(=C2)[C@H](C2=C1C=CC=NC1=CC=C2)NC=2C=C1C(=C(C=NC1=C(C2)Cl)C#N)NCC(C(F)(F)F)(C)C (S)-6-(((1-(bicyclo[1.1.1]pentan-1-yl)-1H-1,2,3-triazol-4-yl)(quinolin-5-yl)methyl)amino)-8-chloro-4-((3,3,3-trifluoro-2,2-dimethylpropyl)amino)quinoline-3-carbonitrile